O=C1N(CCC(N1)=O)C1=C(C=C(CN2CCC(CC2)N2N=C3C(=C(C=CC3=C2)OC)NC(C2=CC(=CC=C2)C(F)(F)F)=O)C=C1)F N-(2-(1-(4-(2,4-dioxotetrahydropyrimidin-1(2H)-yl)-3-fluorobenzyl)piperidin-4-yl)-6-methoxy-2H-indazol-7-yl)-3-(trifluoromethyl)benzamide